CC=1N=CSC1C(C)N (4-methylthiazol-5-yl)ethan-1-amine